ClC1=CN=C(S1)\C=N\[S@](=O)C(C)(C)C (R,E)-N-((5-chlorothiazol-2-yl)methylene)-2-methylpropane-2-sulfinamide